zinc-copper-manganese [Mn].[Cu].[Zn]